C(C)OC(=O)C=1N=C2N(C=C(N=C2NCC2(CCN(CC2)C(=O)OC(C)(C)C)F)Br)C1C 6-Bromo-8-[(1-tert-butoxycarbonyl-4-fluoro-piperidin-4-ylmethyl)-amino]-3-methyl-imidazo[1,2-a]pyrazine-2-carboxylic acid ethyl ester